2-(6-((2-fluoroethyl)-(2,2,6,6-tetramethyl-piperidin-4-yl)amino)-pyridazin-3-yl)-5-(1H-pyrazol-1-yl)phenol FCCN(C1=CC=C(N=N1)C1=C(C=C(C=C1)N1N=CC=C1)O)C1CC(NC(C1)(C)C)(C)C